(2S)-2-(4-chloro-2-fluorophenoxy)-N-methoxypropanamide ClC1=CC(=C(O[C@H](C(=O)NOC)C)C=C1)F